ClC=1SC(=C(N1)CNC(=O)C=1N=CN(C1)C1=NC(=NC=C1C)NC1CCOCC1)C N-((2-chloro-5-methylthiazol-4-yl)methyl)-1-(5-methyl-2-((tetrahydro-2H-pyran-4-yl)amino)-pyrimidin-4-yl)-1H-imidazole-4-carboxamide